CN(C1=NC(=NC(=N1)OCC(F)(F)F)NC(=O)NS(=O)(=O)C1=C(C(=O)OC)C=CC=C1C)C methyl 2-[[4-(dimethylamino)-6-(2,2,2-trifluoroethoxy)-1,3,5-triazin-2-yl]carbamoylsulfamoyl]-3-methylbenzoate